N[C@@H](CO)CC (R)-2-aminobutanol